C[C@@H]1[C@H]([C@@H](C[C@@H](O1)O[C@@H]2[C@H](O[C@]3(C[C@H]2O)O[C@@H]4[C@H](O[C@H](C[C@]4(O3)C)O[C@@H]5[C@H]([C@@H](O[C@@H]([C@@H]5OC)C)O[C@@H]6[C@H](O[C@H]([C@H]([C@H]6O)OC)O[C@H]7[C@@H]([C@H]8[C@H](CO7)O[C@@]9(O8)[C@H]1[C@H]([C@@]([C@H](O9)C)(C(=O)C)O)OCO1)OC(=O)C)COC)O)C)C)O)OC(=O)C1=C(C(=C(C(=C1OC)Cl)O)Cl)C The molecule is a polyketide antibiotic produced by Streptomyces curacoi. It has a role as an antimicrobial agent and a bacterial metabolite. It is an organochlorine compound, a member of phenols, an ortho ester, an acetate ester, a methyl ketone, a polyketide, a cyclic acetal, a glycoside, a polysaccharide derivative and a tertiary alpha-hydroxy ketone.